7-bromo-5-fluorochroman-4,4-d2-3-amine BrC1=CC(=C2C(C(COC2=C1)N)([2H])[2H])F